N-[(6-Amino-2-pyridyl)sulfonyl]-2-(3,5-dimethyl-1-piperidyl)-6-(3-fluoro-5-isobutoxyphenyl)pyridin-3-carboxamid NC1=CC=CC(=N1)S(=O)(=O)NC(=O)C=1C(=NC(=CC1)C1=CC(=CC(=C1)OCC(C)C)F)N1CC(CC(C1)C)C